NC1(CCC1)C1=CC=C(C=C1)N1C(=NC=2C1=NC(=CC2)C=2C=C(CCNC(CNC1=C3C(N(C(C3=CC=C1)=O)C1C(NC(CC1)=O)=O)=O)=O)C=CC2)C=2C(=NC=CC2)N N-(3-(3-(4-(1-Aminocyclobutyl)phenyl)-2-(2-aminopyridin-3-yl)-3H-imidazo[4,5-b]pyridin-5-yl)phenethyl)-2-((2-(2,6-dioxopiperidin-3-yl)-1,3-dioxoisoindolin-4-yl)amino)acetamid